(3R)-N,N-dimethyl-1-[1-(3-Nitrophenyl)pyrazol-4-yl]pyrrolidin-3-amine CN([C@H]1CN(CC1)C=1C=NN(C1)C1=CC(=CC=C1)[N+](=O)[O-])C